1-(3-(benzofuran-2-yl)-2-oxo-2H-chromen-7-yl)piperidine-2-carboxylic acid O1C(=CC2=C1C=CC=C2)C=2C(OC1=CC(=CC=C1C2)N2C(CCCC2)C(=O)O)=O